2-(4,4-dimethylpiperidin-1-yl)-6-fluoro-3-methyl-4H-chromen-4-one CC1(CCN(CC1)C=1OC2=CC=C(C=C2C(C1C)=O)F)C